C12OCC(CO1)CO2 2,6,7-trioxabicyclo[2.2.2]octane